BrC1=C2C=CC=NC2=C(C=C1)C=1N=C(N(C1)CC)S(=O)(=O)N (5-bromoquinolin-8-yl)-1-ethyl-1H-imidazole-2-sulfonamide